CN1N=CC2=C1C=NC=C2N 1-methylpyrazolo[3,4-c]pyridin-4-amine